butyl-4-(7-((1R,2S)-1-cyclopropyl-3-methoxy-2-methyl-3-oxopropyl)-1,2,3,4-tetrahydroquinolin-2-yl)-piperidine-1-carboxylate C(CCC)OC(=O)N1CCC(CC1)C1NC2=CC(=CC=C2CC1)[C@@H]([C@@H](C(=O)OC)C)C1CC1